C(C)(=O)OCCCCCCCC=CCCC dodeca-8-en-1-yl Acetate